(E)-4-((2-isonicotinoyl-hydrazono)methyl)-N-(p-tolyl)benzamide C(C1=CC=NC=C1)(=O)N\N=C\C1=CC=C(C(=O)NC2=CC=C(C=C2)C)C=C1